NC1=C(C=CC=C1)C#CC=CC1=CC(=CC2=C1N=CS2)O 4-(4-(aminophenyl)buta-1-en-3-ynyl)benz[d]thiazole-6-ol